BrC=1C=C(C(=O)NC)C=CN1 2-bromo-N-methylisonicotinamide